BrC1=CN(C=2N=CN=C(C21)Cl)[C@@H]2C[C@@H]([C@@H]1[C@H]2OC(O1)(C)C)C(=O)NC (3aR,4S,6R,6aS)-6-(5-bromo-4-chloro-7H-pyrrolo[2,3-d]pyrimidin-7-yl)-N,2,2-trimethyltetrahydro-4H-cyclopenta[d][1,3]dioxole-4-carboxamide